ClC=1C=C2C(=NC(=NC2=C(C1C1=CC(=CC2=CC=CC=C12)O)F)N1CC(C1)N(C)C)N1CCC2(CCCN2)CC1 (R or S)-4-(6-chloro-2-(3-(dimethylamino)azetidin-1-yl)-8-fluoro-4-(1,8-diazaspiro[4.5]decan-8-yl)quinazolin-7-yl)naphthalen-2-ol